tert-butyl 3-(prop-2-yn-1-yloxy)azetidine-1-carboxylate C(C#C)OC1CN(C1)C(=O)OC(C)(C)C